CC=1NC=C(C1C(=O)OCC)C ethyl 2,4-dimethylpyrrole-3-carboxylate